N,N,2-trimethyl-3-(2-oxo-4-(o-tolyl)-2H-chromen-7-yl)propenamide CN(C(C(=CC1=CC=C2C(=CC(OC2=C1)=O)C1=C(C=CC=C1)C)C)=O)C